NC1=CC=C(C=C1)C(=C(C1=CC=CC=C1)C1=CC=CC=C1)C1=CC=CC=C1 1-(4-aminophenyl)-1,2,2-triphenylethylene